CC=1C2=CC(=NN2C=CC1)C=1OC(=C(N1)N1C=CC=2C=CC=NC2C1=O)C1=CC=C(C=C1)C(F)(F)F 7-{2-(4-methyl-1,7a-diaza-2-indenyl)-5-[p-(trifluoromethyl)phenyl]-1,3-oxazol-4-yl}-1,7-diaza-8(7H)-naphthalenone